BrC1=C(C=C(C(=O)NC2CC2)C=C1)[N+](=O)[O-] 4-bromo-N-cyclopropyl-3-nitrobenzamide